3-((2-((S)-Amino(4,4-difluorocyclohexyl)methyl)imidazo[1,2-b]pyridazin-7-yl)methyl)-5,5-dimethylpyrrolidin-2-one N[C@H](C=1N=C2N(N=CC(=C2)CC2C(NC(C2)(C)C)=O)C1)C1CCC(CC1)(F)F